3-(5-(4-((3-(2-chlorophenyl)-3-hydroxypyrrolidin-1-yl)methyl)-3-fluoropyridin-2-yl)-1-oxoisoindolin-2-yl)piperidine-2,6-dione ClC1=C(C=CC=C1)C1(CN(CC1)CC1=C(C(=NC=C1)C=1C=C2CN(C(C2=CC1)=O)C1C(NC(CC1)=O)=O)F)O